FC(C1=CC=C(C=C1)C=1C2=C(N=C(N1)CNC(C=C)=O)C=CN2)(F)F N-((4-(4-(trifluoromethyl)phenyl)-5H-pyrrolo[3,2-d]pyrimidin-2-yl)methyl)acrylamide